C(C)C1(CSC2=C(N(C1=O)C1=CC=CC=C1)C=C(C(=C2)OC)I)CCC 3-ethyl-7-iodo-8-methoxy-5-phenyl-3-propyl-2,3-dihydro-1,5-benzothiazepine-4(5H)-one